C1(CC1)[C@H](C)N1CC2=C(C=C(C=C2C1)C(=O)C1=NC2=C(C(=NN2C=C1)N)C(=O)NC=1C=C(C(=O)O)C=CC1)C m-[(5-{2-[(S)-1-cyclopropylethyl]-7-methyl-5-isoindolinoyl}-2-amino-1,4,7a-triaza-3-indenyl)carbonylamino]benzoic acid